2-chloro-5-methylbenzo[d]Oxazole ClC=1OC2=C(N1)C=C(C=C2)C